OCCNCCCCCC(=O)OCCCCCCCCCCC undecyl 6-((2-hydroxyethyl)amino)hexanoate